C(OC=1C(=C(C=O)C=CC1)OC([2H])([2H])[2H])([2H])([2H])[2H] bis(methoxy-d3)benzaldehyde